N1=C(NC2=C1C=CC=C2)N2CCNCC2 benzimidazol-2-yl-piperazine